C(C1=CC=CC=C1)OCCCCC1=C(N=C(S1)Br)CO (5-(4-(benzyloxy)butyl)-2-bromothiazol-4-yl)methanol